3-(2-((2,3-dihydro-1H-Inden-2-yl)amino)pyrimidin-5-yl)propanoic acid C1C(CC2=CC=CC=C12)NC1=NC=C(C=N1)CCC(=O)O